ClC1=NC=C(C(=N1)N(C(OC(C)(C)C)=O)C)CC=O tert-butyl (2-chloro-5-(2-oxoethyl)pyrimidin-4-yl)(methyl)carbamate